N-(4-((6-aminohexyl)carbamoyl)benzyl)-N-cyclopropyl-3-oxo-3,4-dihydro-2H-benzo[b][1,4]oxazine-7-carboxamide 2,2,2-trifluoroacetate FC(C(=O)O)(F)F.NCCCCCCNC(=O)C1=CC=C(CN(C(=O)C=2C=CC3=C(OCC(N3)=O)C2)C2CC2)C=C1